CC1([C@H](C1)C(=O)N1CC2(C1)CNCC2C(=O)O)C.COC=2N=CC(=NC2)C(=O)NC=2C=CC1=C(N=C(O1)C1=CC(=CC=C1)C)C2 5-methoxy-N-[2-(3-methylphenyl)-1,3-benzoxazol-5-yl]pyrazine-2-carboxamide 2-((s)-2,2-dimethylcyclopropane-1-carbonyl)-2,6-diazaspiro[3.4]octane-8-carboxylate